(2S,5R)-1-((S)-2-((tert-Butoxycarbonyl)amino)pent-4-enoyl)-5-vinylpyrrolidine-2-carboxylic acid methyl ester COC(=O)[C@H]1N([C@H](CC1)C=C)C([C@H](CC=C)NC(=O)OC(C)(C)C)=O